C(C)C1C[C@H](N(CC1)C=1C=CC(=C(C(=O)OCC)C1)[N+](=O)[O-])C Ethyl (R)-5-(4-ethyl-2-methylpiperidin-1-yl)-2-nitrobenzoate